C1(CCC1)C#CC=1C=C(C=CC1)C1=CC(=C(N1CC1=CC(=C(C=C1)S(N)(=O)=O)F)CC1CC1)C=1SC(=C(N1)C(=O)O)C 2-(5-(3-(cyclobutylethynyl)phenyl)-2-(cyclopropylmethyl)-1-(3-fluoro-4-sulfamoyl-benzyl)-1H-pyrrol-3-yl)-5-methylthiazole-4-carboxylic acid